(E)-2-(1-(2-bromovinyl)piperidine-4-yl)-1-(2-ethoxyethyl)-1H-benzo[d]imidazole Br/C=C/N1CCC(CC1)C1=NC2=C(N1CCOCC)C=CC=C2